4-(4-((1R,5S)-3,8-Diazabicyclo[3.2.1]octan-3-yl)-2-(((2R,7aS)-2-fluorotetrahydro-1H-pyrrolizin-7a(5H)-yl)methoxy-d2)pyrido[3,4-d]pyrimidin-7(8H)-yl)-5-ethyl-6-fluoronaphthalen-2-ol [C@H]12CN(C[C@H](CC1)N2)C=2C1=C(N=C(N2)OC([2H])([2H])[C@]23CCCN3C[C@@H](C2)F)CN(C=C1)C1=CC(=CC2=CC=C(C(=C12)CC)F)O